6-phenylpyrazolo[1,5-a]pyrimidine-3-carboxylate C1(=CC=CC=C1)C=1C=NC=2N(C1)N=CC2C(=O)[O-]